ClC1=CC=C2[C@@]3(C(NC2=C1)=O)C1(N[C@H]([C@@H]3C3=C(C(=NC=C3)Cl)F)C(=O)OCC)CCCC1 Ethyl (3'R,4'S,5'R)-6''-chloro-4'-(2-chloro-3-fluoropyridin-4-yl)-2''-oxo-1'',2''-dihydrodispiro[cyclopentane-1,2'-pyrrolidine-3',3''-indole]-5'-carboxylate